C1(CC1)S(=O)(=O)NC(=O)C1=CSC=2C1=NC=CC2 N-(cyclopropylsulfonyl)thieno[3,2-b]pyridine-3-carboxamide